FC(OC=1C(=CC(=C(C1)N1CCC(CC1)N1CCN(CC1)C)C)[N+](=O)[O-])F 1-(1-(5-(difluoromethoxy)-2-methyl-4-nitrophenyl)piperidin-4-yl)-4-methylpiperazine